allyloxyphenoxypropanol C(C=C)OC(CC)(O)OC1=CC=CC=C1